ClC=1N=CC2=C(N1)C=NC(=C2)C2=C(C(=CC(=C2F)OC)OC)C2CC2 2-chloro-6-(2-cyclopropyl-6-fluoro-3,5-dimethoxyphenyl)pyrido[3,4-d]pyrimidine